CC1=CC=C(C=C1)S(=O)(=O)OC[C@H]1N2CCCC3=C(SC(C(N(C1)CC1=C(C=C(C=C1)OC)OC)=O)=C32)Br [(9s)-3-bromo-11-[(2,4-dimethoxyphenyl)methyl]-12-oxo-2-thia-8,11-diazatricyclo[6.4.1.04,13]trideca-1(13),3-dien-9-yl]methyl 4-methylbenzenesulfonate